CN1N=CC(=C1)NC=O (methyl-1H-pyrazol-4-yl)formamide